4-(2,3-difluoro-4-(4,4,5,5-tetramethyl-1,3,2-dioxaborolan-2-yl)phenyl)-1-(2,2-difluoroethyl)-5-methyl-1H-pyrazole FC1=C(C=CC(=C1F)B1OC(C(O1)(C)C)(C)C)C=1C=NN(C1C)CC(F)F